5'-(2-(((S)-azepan-4-yl)amino)-1-phenylethyl)-2'-chloro-6-fluoro-5-(2-methoxyethoxy)-[1,1'-biphenyl]-2-carboxamide N1CC[C@H](CCC1)NCC(C1=CC=CC=C1)C=1C=CC(=C(C1)C=1C(=CC=C(C1F)OCCOC)C(=O)N)Cl